(1S,3S)-3-((2-(difluoromethyl)-6-(1-methyl-5-(((propoxycarbonyl)amino)methyl)-1H-1,2,3-triazol-4-yl)pyridin-3-yl)oxy)cyclohexane-1-carboxylic acid FC(C1=NC(=CC=C1O[C@@H]1C[C@H](CCC1)C(=O)O)C=1N=NN(C1CNC(=O)OCCC)C)F